6-amino-N-(5-chloro-6-(2-cyclopropylphenyl)pyridin-2-yl)pyridine-3-sulfonamide NC1=CC=C(C=N1)S(=O)(=O)NC1=NC(=C(C=C1)Cl)C1=C(C=CC=C1)C1CC1